CSCC[C@@H](C#C)NC(OC(C)(C)C)=O tert-Butyl (S)-(5-(methylthio)pent-1-yn-3-yl)carbamate